(4,5-dihydro-5,5-dimethyl-3-isoxazolyl)sulfur CC1(CC(=NO1)[S])C